N1N=NC(=C1)C=1C=C(CN2C(S\C(\C2=O)=C/C2=CC(=C(C=C2)F)OC)=O)C=CC1 (Z)-3-(3-(1H-1,2,3-triazol-4-yl)benzyl)-5-(4-fluoro-3-methoxybenzylidene)thiazolidine-2,4-dione